3-(1-(1-((1-(2-(2,6-dioxopiperidin-3-yl)-1,3-dioxoisoindolin-5-yl)piperidin-4-yl)methyl)piperidin-4-yl)-1H-1,2,3-triazol-4-yl)-4-(isopropylamino)-5H-pyrido[3,2-b]indole-7-carbonitrile O=C1NC(CCC1N1C(C2=CC=C(C=C2C1=O)N1CCC(CC1)CN1CCC(CC1)N1N=NC(=C1)C1=C(C=2NC=3C=C(C=CC3C2N=C1)C#N)NC(C)C)=O)=O